FC=1C=CC2=C(C(=C(O2)[C@@H](C(C)C)N)C)C1 |r| rac-1-(5-fluoro-3-methylbenzofuran-2-yl)-2-methylpropan-1-amine